C(#N)C1=C(C=C(C=C1)N1C(N([C@H](C1)C#N)C1=CN=CC2=CC=CC=C12)=O)F |r| Racemic-1-(4-cyano-3-fluorophenyl)-3-(isoquinolin-4-yl)-2-oxoimidazolidine-4-carbonitrile